CS(=O)(=O)C1=CC=C(C=C1)[B] 4-methylsulfonyl-phenyl-boron